ClC=1C=CC2=C(N(C3=C(N(C2=O)CCOCCOCCOC)C=CC=C3)CCCCN(C(=O)OC(C)(C)C)C(=O)OC(C)(C)C)C1 di-tert-Butyl {4-[3-chloro-10-[2-[2-(2-methoxyethoxy)ethoxy]ethyl]-11-oxo-10,11-dihydro-5H-dibenzo[b,e][1,4]diazepin-5-yl]butyl}imidodicarbonate